1,5,6-trimethyl-1H-1,3-benzodiazole-2-thiol CN1C(=NC2=C1C=C(C(=C2)C)C)S